FC=1C=C(C=C(C1)F)[C@@H]1CCC2=NNC(N21)=O (5S)-5-(3,5-difluorophenyl)-2H,5H,6H,7H-pyrrolo[2,1-c][1,2,4]triazol-3-one